C[C@H]1C[C@@]23CC[C@H]1C[C@H]3[C@]1(C)CCCC(C)(C)[C@H]1CC2 ent-atisane